(5,8-dimethoxy-1,2,3,4-tetrahydronaphthalen-1-yl)methanamine COC1=C2CCCC(C2=C(C=C1)OC)CN